4-(1-(4-((tert-butyldiphenylsilyl)oxy)-3-methyltetrahydrofuran-3-yl)piperidin-4-yl)-2-nitrophenol [Si](C1=CC=CC=C1)(C1=CC=CC=C1)(C(C)(C)C)OC1C(COC1)(C)N1CCC(CC1)C1=CC(=C(C=C1)O)[N+](=O)[O-]